(5aR,6S,6aS)-3-((7-methyl-8-(2-(trifluoromethyl)phenyl)-5,6-dihydronaphthalen-2-yl)methoxy)-5,5a,6,6a-tetrahydrocyclopropa[4,5]cyclopenta[1,2-c]pyridine-6-carboxylic acid CC=1CCC=2C=CC(=CC2C1C1=C(C=CC=C1)C(F)(F)F)COC1=CC2=C(C=N1)[C@H]1[C@@H](C2)[C@@H]1C(=O)O